OCCOP(OCCO)=O bishydroxyethylphosphonic acid